C1(CC1)N1C(=NC2=NC=C(C=C21)C=2C=CN1N=CN=C(C12)N1CCCCC1)C 1-cyclopropyl-2-methyl-6-(4-(piperidin-1-yl)pyrrolo[2,1-f][1,2,4]triazin-5-yl)-1H-imidazo[4,5-b]pyridine